BrC1=CC=C(C=C1)C=1C(=NC=NC1OCCOC1=NC=C(C=N1)Br)S(=O)(=O)N {5-(4-bromophenyl)-6-[2-(5-bromopyrimidin-2-yloxy)-ethoxy]-pyrimidin-4-yl}-sulfonamide